C1N(CCC2=CC=CC=C12)C[C@H](CN1C(C2=CC=C(C=C2CC1)N1CC(N(CC1)C)=O)=O)O 2-[(2R)-3-(3,4-Dihydro-1H-isochinolin-2-yl)-2-hydroxy-propyl]-6-(4-methyl-3-oxo-piperazin-1-yl)-3,4-dihydroisochinolin-1-on